C(C)(=O)O[C@@H]1COCC[C@H]1NC1=NN2C(C=N1)=C(N=C2CC(C)C)C(F)(F)F (3S,4R)-4-{[7-(2-methylpropyl)-5-(trifluoromethyl)imidazo[4,3-f][1,2,4]triazin-2-yl]amino}oxan-3-yl acetate